NC=1C(=C(C=CC1F)NC(C1=C(C=CC(=C1)NC(=O)CC(CC1=CC(=C(C(=C1)F)F)Br)(Cl)Cl)Cl)=O)F Trans-N-(3-amino-2,4-difluorophenyl)-5-(3-(3-bromo-4,5-difluorophenyl)-2,2-dichloropropane-1-carboxamido)-2-chlorobenzamide